3-[[(1R)-1-[2-(3,4-Difluorophenyl)-3,6-dimethyl-4-oxo-chromen-8-yl]ethyl]amino]pyridine-2-carbonitrile FC=1C=C(C=CC1F)C=1OC2=C(C=C(C=C2C(C1C)=O)C)[C@@H](C)NC=1C(=NC=CC1)C#N